FC(C=1[N-]C(=C(N1)C#N)C#N)(F)F.[Li+] lithium 2-trifluoromethyl-4,5-dicyanoimidazolate